PROPYLENGLYCOL C(C(C)O)O